C(C)(C)(C)OC(=O)N[C@@H](CC(=O)N1CC=2N(CC1)C(=NC2C(=O)OCCCCN2CCOCC2)C(F)(F)F)CC2=C(C=C(C(=C2)F)F)F 4-morpholinobutyl (R)-7-(3-((tert-butoxycarbonyl)amino)-4-(2,4,5-trifluorophenyl)butanoyl)-3-(trifluoromethyl)-5,6,7,8-tetrahydroimidazo[1,5-a]pyrazine-1-carboxylate